FC1(CCC(CC1)NC1=NC(=NC(=C1)C)N1N=C(C=C1)C(C)=O)F 1-(1-(4-((4,4-difluorocyclohexyl)amino)-6-methylpyrimidin-2-yl)-1H-pyrazol-3-yl)ethan-1-one